tryptophan-d5 N([C@@](C(C1=CNC2=CC=CC=C12)([2H])[2H])(C(=O)O)[2H])([2H])[2H]